(S)-1-(tert-butoxycarbonyl)-2,3-oxiranylmethylamine CC(C)(C)OC(=O)NC[C@H]1CO1